4-amino-1-benzyl-6-trifluoromethyl-1,3-dihydroimidazo[4,5-c]pyridine-2-one NC1=NC(=CC2=C1NC(N2CC2=CC=CC=C2)=O)C(F)(F)F